CN1CCN(C[C@H](C1)C)[C@@H](CCC)C=1N(C(C2=C(N1)C=CN=C2)=O)CC 2-((S)-1-((S)-4,6-dimethyl-1,4-diazepan-1-yl)butyl)-3-ethylpyrido[4,3-d]pyrimidin-4(3H)-one